N=1C=NN2C1C=C(C=C2)OC2=CC(=C(C=C2C)NC2=NC=NC1=CC(=C(C=C21)NC(\C=C\[C@H]2N(CCC2)C)=O)OC)OC (S,E)-N-(4-((4-([1,2,4]triazolo[1,5-a]pyridin-7-yloxy)-2-methoxy-5-methylphenyl)amino)-7-methoxy-quinazolin-6-yl)-3-(1-methylpyrrolidin-2-yl)acrylamide